(+)-5-(4-Methoxypyrimidin-5-yl)-7-[1-(1-phenyl-1H-1,2,3-triazol-4-yl)propyl]-7H-pyrrolo[2,3-d]pyrimidin-4-amine COC1=NC=NC=C1C1=CN(C=2N=CN=C(C21)N)C(CC)C=2N=NN(C2)C2=CC=CC=C2